N-(5-fluoro-4'-((3-(methylsulfonyl)-5-(trifluoromethyl)phenyl)amino)-[2,3'-bipyridin]-6'-yl)acetamide Sodium [Na].FC=1C=CC(=NC1)C=1C=NC(=CC1NC1=CC(=CC(=C1)C(F)(F)F)S(=O)(=O)C)NC(C)=O